C1(CC1)NS(=O)(=O)C1=C(C=CC(=C1)OC1=C(C=C(C=C1Cl)N1N=C(C(NC1=O)=O)C(F)(F)F)Cl)O N-cyclopropyl-5-(2,6-dichloro-4-(3,5-dioxo-6-(trifluoromethyl)-4,5-dihydro-1,2,4-triazin-2(3H)-yl)phenoxy)-2-hydroxybenzenesulfonamide